(3R)-3-(2-chlorothiazole-5-yl)-8-methyl-7-oxo-6-Phenyl-2,3-dihydrothiazolo[3,2-a]pyrimidin-4-ium-5-olate ClC=1SC(=CN1)[C@H]1CSC2=[N+]1C(=C(C(N2C)=O)C2=CC=CC=C2)[O-]